tert-butyl ((3S,6R)-6-((S)-1-(4-fluorophenyl)-1,2,3,4-tetrahydroisoquinoline-2-carbonyl)-3-(methoxymethyl)tetrahydro-2H-pyran-3-yl)carbamate FC1=CC=C(C=C1)[C@@H]1N(CCC2=CC=CC=C12)C(=O)[C@H]1CC[C@@](CO1)(COC)NC(OC(C)(C)C)=O